Cl.CC=1N=C2N(C=C(N=C2)N)C1 2-methylimidazo[1,2-a]pyrazin-6-amine hydrochloride